BrC=1C=2N(C=CC1)C(=NC2)CNC(=O)C2[C@H]1CNC[C@@H]2C1 (1R,5S,6r)-N-((8-bromoimidazo[1,5-a]pyridin-3-yl)methyl)-3-azabicyclo[3.1.1]heptane-6-carboxamide